2-(2-(2-(benzo[d]oxazol-2-ylamino)-1-methyl-1H-benzo[d]imidazole-5-carboxamido)ethoxy)ethyl DL-valinate hydrochloride Cl.N[C@@H](C(C)C)C(=O)OCCOCCNC(=O)C1=CC2=C(N(C(=N2)NC=2OC3=C(N2)C=CC=C3)C)C=C1 |r|